C(=O)O.C1CC12CN(C2)CC2=C(CNC1=CC(=C(C(=C1)F)S(=O)(=O)NC=1N=CSC1)F)C(=CC=C2)F 4-((2-((5-azaspiro[2.3]hex-5-yl)methyl)-6-fluorobenzyl)amino)-2,6-difluoro-N-(thiazol-4-yl)benzenesulfonamide formate